N[C@@H]1C[C@H](N(C1)C(=O)C1=CC2=C(S1)C=C(C(=C2)Cl)Cl)C=2SC=C(N2)C(=O)N[C@H](C(=O)NC)CCCCNC(=N)N 2-((2S,4R)-4-amino-1-(5,6-dichlorobenzo[b]thiophene-2-carbonyl)pyrrolidin-2-yl)-N-((S)-6-guanidino-1-(methylamino)-1-oxohexan-2-yl)thiazole-4-carboxamide